Ethyl 2-(((((2r,3s,4r,5r)-5-(4-aminopyrrolo[2,1-f][1,2,4]triazin-7-yl)-5-cyano-3,4-dihydroxytetrahydrofuran-2-yl) methoxy) (phenoxy) phosphoryl) amino)-2-methylpropionate NC1=NC=NN2C1=CC=C2[C@]2([C@@H]([C@@H]([C@H](O2)COP(=O)(OC2=CC=CC=C2)NC(C(=O)OCC)(C)C)O)O)C#N